ClC1=CC=C(C(=N1)F)O[C@H](C)C=1C=C(C=C2C(C(=C(OC12)SCC)C)=O)C 8-[(1R)-1-[(6-Chloro-2-fluoro-3-pyridyl)oxy]ethyl]-2-ethylsulfanyl-3,6-dimethyl-chromen-4-one